FC1=CC=CC=2C3CC[C@@]4(/C(/C[C@H](C4C3CCC12)CCC(=O)NC1=NC=C(C=C1)F)=N/O)C 3-((13S,15R,E)-4-fluoro-17-(hydroxyimino)-13-methyl-7,8,9,11,12,13,14,15,16,17-decahydro-6H-cyclopenta[a]phenanthren-15-yl)-N-(5-fluoropyridin-2-yl)propanamide